CC12CC(CC([N+](C1)(C)C)C2)(C)C.[O+2].[V+5].[Te+2].[Pb+2] lead-tellurium-vanadium oxygen 1,3,3,6,6-pentamethyl-6-azonia-bicyclo(3.2.1)octane